methyl (E)-3-(3-(N-((7-(dimethylamino)naphthalen-1-yl)methyl)cyclohexanecarboxamido)phenyl)acrylate CN(C1=CC=C2C=CC=C(C2=C1)CN(C(=O)C1CCCCC1)C=1C=C(C=CC1)/C=C/C(=O)OC)C